C(C(C)(C)C)(=O)N1CC2=CC(=CC(=C2CC1)[C@H]1N(CCC1)C(=O)OC(C)(C)C)C=1C=C2C(=NC1)NC=C2C tert-butyl (S)-2-(2-pivaloyl-7-(3-methyl-1H-pyrrolo[2,3-b]pyridin-5-yl)-1,2,3,4-tetrahydroisoquinol-5-yl)pyrrolidine-1-carboxylate